CC1=C(C=C(OCCNC(OC(C)(C)C)=O)C=C1)C(NC(C)C1=CC=CC2=CC=CC=C12)=O tert-Butyl (2-(4-methyl-3-((1-(naphthalen-1-yl)ethyl)carbamoyl) phenoxy)ethyl)carbamate